2-(2-cyano-2'-methyl-3'-(3-(2-oxo-1,9-diazaspiro[5.5]undec-9-yl)propoxy)-[1,1'-biphenyl]-3-yl)-6,7-dihydrothiazolo[5,4-c]pyridine-5(4H)-carboxylic acid tert-butyl ester C(C)(C)(C)OC(=O)N1CC2=C(CC1)N=C(S2)C=2C(=C(C=CC2)C2=C(C(=CC=C2)OCCCN2CCC1(CCCC(N1)=O)CC2)C)C#N